acryloylethyl-2-hydroxyethyl-phthalic acid C(C=C)(=O)C1=C(C(=C(C(C(=O)O)=C1)C(=O)O)CCO)CC